4-(2-(4-methoxybenzyl)-1-((1r,4r)-4-methoxycyclohexyl)-1H-benzo[d]imidazol-5-yl)-3,5-dimethylisoxazole COC1=CC=C(CC2=NC3=C(N2C2CCC(CC2)OC)C=CC(=C3)C=3C(=NOC3C)C)C=C1